tert-butyl (2-((2-aminoethyl)(methyl)amino)ethyl)carbamate NCCN(CCNC(OC(C)(C)C)=O)C